C(CCCCC)(=O)N[C@@H](CC1=CC=CC=C1)C(=O)O caproyl-phenylalanine